N-(9-fluorenylmethoxycarbonyl)glutamic acid 5-benzyl ester C(C1=CC=CC=C1)OC(CC[C@H](NC(=O)OCC1C2=CC=CC=C2C=2C=CC=CC12)C(=O)O)=O